(1R,3S,5R)-2-(2-(4-amino-8-methyl-6-(trifluoromethyl)-9H-pyrimido[4,5-b]indol-9-yl)acetyl)-N-(6-bromopyrazin-2-yl)-5-methyl-2-azabicyclo[3.1.0]hexane-3-carboxamide NC1=NC=NC=2N(C3=C(C=C(C=C3C21)C(F)(F)F)C)CC(=O)N2[C@@H]1C[C@@]1(C[C@H]2C(=O)NC2=NC(=CN=C2)Br)C